OC1C(N(C1)C(=O)OC(C)(C)C)C tert-Butyl 3-hydroxy-2-methylazetidine-1-carboxylate